tert-butyl (S,E)-2-(2-sulfamoylvinyl)pyrrolidine-1-carboxylate S(N)(=O)(=O)/C=C/[C@H]1N(CCC1)C(=O)OC(C)(C)C